N-[(1R)-1-[3-benzyloxy-5-(1-methylpyrazol-4-yl)phenyl]ethyl]-2-methyl-5-(4-methylpiperazin-1-yl)benzamide tert-butyl-(R)-2-((tert-butoxycarbonyl)amino)-5-oxohexanoate C(C)(C)(C)OC([C@@H](CCC(C)=O)NC(=O)OC(C)(C)C)=O.C(C1=CC=CC=C1)OC=1C=C(C=C(C1)C=1C=NN(C1)C)[C@@H](C)NC(C1=C(C=CC(=C1)N1CCN(CC1)C)C)=O